C(C)(C)(C)OC(=O)N1CCC(CC1)C(=O)N1CCC(CC1)(C(=O)OC)C methyl 1-{1-[(tert-butoxy)carbonyl]piperidine-4-carbonyl}-4-methylpiperidine-4-carboxylate